(hydroxymethyl)benzenediazonium OCC1=C(C=CC=C1)[N+]#N